C(CCC(=O)O)CCN=C(N)N The molecule is a member of the class of guanidines that consists of hexanoic acid substituted by a guanidino group at position 6. It has a role as a metabolite.